C(#N)C(C(=O)OC(CCCCCCCCC)(O)O)(C#N)C#N decanetriol tricyanoacetate